[Cl-].C(CCCCCCC)(=O)[N+](C)(C(CCCCCCC)=O)C(CCCCCCC)=O tricaprylyl-methyl-ammonium chloride